N-(1-hydroxy-2-methylpropan-2-yl)-5-((2-methoxypyridin-3-yl)methoxy)-2-methylbenzofuran-3-carboxamide OCC(C)(C)NC(=O)C1=C(OC2=C1C=C(C=C2)OCC=2C(=NC=CC2)OC)C